(tert-butylamino)-3-(3-methyl-2-nitrophenoxy)propan-2-ol C(C)(C)(C)NCC(COC1=C(C(=CC=C1)C)[N+](=O)[O-])O